COC(=O)[C@H]1N2C(N([C@H](C3=C1N(N=C3)CCO)C2)OCC2=CC=CC=C2)=O (4R,8S)-5-(benzyloxy)-1-(2-hydroxyethyl)-6-oxo-4,5,6,8-tetrahydro-1H-4,7-methanopyrazolo[3,4-e][1,3]Diazepine-8-carboxylic acid methyl ester